CC1=NOC(=C1C(C)OCC(=O)N1CC2CCC(C1)N2C2=NC=C(C#N)C=C2)C Racemic-6-(3-(2-(1-(3,5-dimethylisoxazol-4-yl)ethoxy)acetyl)-3,8-diazabicyclo[3.2.1]octan-8-yl)nicotinonitrile